1-[3-(difluoromethoxy)phenyl]-3-[(1S)-1-(2-pyrimidin-2-yl-1,2,4-triazol-3-yl)ethyl]urea FC(OC=1C=C(C=CC1)NC(=O)N[C@@H](C)C=1N(N=CN1)C1=NC=CC=N1)F